C[C@]1([C@@H](C1)CN1C(N(C(NC1=O)=NC1=CC=C(C=C1)OC1=NC=CC=C1)CC1=CC=C(C=C1)Cl)=O)C(=O)O |r| (±)-cis-methyl-2-((3-(4-chlorobenzyl)-2,6-dioxo-4-(4-(pyridin-2-yloxy)phenylimino)-1,3,5-triazin-1-yl)methyl)cyclopropanecarboxylic acid